2-ethylhexyl (2-(hydroxyimino) ethyl) phosphonate P(OCC(CCCC)CC)(OCC=NO)=O